tert-Butyl (S)-(1-(4-aminophenyl)ethyl)carbamate NC1=CC=C(C=C1)[C@H](C)NC(OC(C)(C)C)=O